3-bromo-7-chloro-2-(trifluoromethyl)-4H-pyrido[1,2-a]pyrimidin-4-one BrC1=C(N=C2N(C1=O)C=C(C=C2)Cl)C(F)(F)F